FC=1C=C2C(=C(NC2=C(C1)F)C1=CC=C(C=C1)F)CCNC(=O)OCC1(CC1)C(=O)O 1-[2-[5,7-difluoro-2-(4-fluorophenyl)-1H-indol-3-yl]ethylcarbamoyloxymethyl]cyclopropanecarboxylic acid